C(C)(C)(C)OC(=O)N([C@H](C[C@@H](O)C=1SC=C(N1)C(=O)OCC)C(C)C)CCCCC#C Ethyl 2-[(1R,3R)-3-{[(tert-butoxy)carbonyl](hex-5-yn-1-yl)amino}-1-hydroxy-4-methylpentyl]-1,3-thiazole-4-carboxylate